FC(C=1C(=C(C=C(C1)C(F)(F)F)C1(CC(=NO1)C1=CC(=C(C(=O)OC)C=C1)C)C(F)(F)F)F)F methyl 4-[5-[3-(difluoromethyl)-2-fluoro-5-(trifluoromethyl)phenyl]-5-(trifluoromethyl)-4H-isoxazol-3-yl]-2-methyl-benzoate